2-[2-[2-[[2-[[(4S)-4-Fmoc-amino-5-tert-butoxy-5-oxo-pentanoyl]amino]-2-methyl-propanoyl]-amino]ethoxy]ethoxy]acetic acid C(=O)(OCC1C2=CC=CC=C2C2=CC=CC=C12)[C@H](CC(C(=O)NC(C(=O)NCCOCCOCC(=O)O)(C)C)N)C(=O)OC(C)(C)C